N(=[N+]=[N-])[C@@H]1C[C@@](N(CC1)C(=O)[O-])(C(=O)[O-])CCCCB1OC(C(O1)(C)C)(C)C (2R,4S)-4-azido-2-(4-(4,4,5,5-tetramethyl-1,3,2-dioxaborolan-2-yl)butyl)piperidine-1,2-dicarboxylate